C(#N)C=1C=CC(=C2C=CC=NC12)N1CC2(CC2(C1)C(F)(F)F)C(=O)NC[C@H]1N(CCOC1)C(=O)OC(C)(C)C tert-butyl (3R)-3-{[(3-(8-cyanoquinolin-5-yl)-5-(trifluoromethyl)-3-azabicyclo[3.1.0]hexan-1-yl)formamido]methyl}morpholine-4-carboxylate